5-chloro-2-(4-Fluoropiperidin-4-yl)benzo[d]thiazole ClC=1C=CC2=C(N=C(S2)C2(CCNCC2)F)C1